(1r,3r,5r)-2-(((3S)-1-((3-cyano-1-azetidinyl)sulfonyl)-3-piperidinyl)carbonyl)-N-((6-(trifluoromethyl)-3-pyridinyl)methyl)-2-azabicyclo[3.1.0]hexane-3-carboxamide C(#N)C1CN(C1)S(=O)(=O)N1C[C@H](CCC1)C(=O)N1[C@@H]2C[C@@H]2C[C@@H]1C(=O)NCC=1C=NC(=CC1)C(F)(F)F